C(C1=CC=CO1)NCCCNCC1=CC=CO1 N,N'-difurfuryl-1,3-propanediamine